N-(1-(3-fluorobenzofuran-5-yl)propan-2-yl)-3-methyloxetan-3-amine FC1=COC2=C1C=C(C=C2)CC(C)NC2(COC2)C